CN([C@H](C(=O)[C@H]1C[C@H](NC1)C([C@](COC)(C)C=1C=C(C[C@H](N)C(=O)O)C=CC1)=O)[C@@](C[C@H](CC)C)(OC)C)C([C@H](C(C)C)NC)=O (2R,3R)-3-((S)-1-((3R,4S,5S)-4-((S)-N,3-dimethyl-2-((S)-3-methyl-2-(methylamino)butyrylamino)-3-methoxy-5-methylheptanoyl)pyrrolidin-2-yl)-3-methoxy-2-methylpropanoyl)-L-phenylalanine